tert-Butyl N-[2-[3-[(2,6-dichloro-4-pyridyl)-difluoro-methyl]azetidin-1-yl]-1-methyl-2-oxo-ethyl]carbamate ClC1=NC(=CC(=C1)C(C1CN(C1)C(C(C)NC(OC(C)(C)C)=O)=O)(F)F)Cl